S1C(=NC2=C1C=CC=C2)[C@H]2N(CC1(C3=C2N=CN3)CC1)C(=O)C1=C(N=C(O1)C1=NC=CC=C1)C(F)(F)F (S)-(4'-(benzo[d]thiazol-2-yl)spiro[cyclopropane-1,7'-imidazo[4,5-c]pyridin]-5'(1'H,4'H,6'H)-yl)(2-(pyridin-2-yl)-4-(trifluoromethyl)oxazol-5-yl)methanone